C(C)OC(C(=O)N)CCCCCCCCCCCCCCCC ethyloxyl-stearamide